COC1=C(CN(S(=O)(=O)C2=NC=CC(=C2)NC(=O)C2=NC3=CC(=C(C=C3N=C2N2CC(C(CC2)(F)F)C)F)F)CC2=C(C=C(C=C2)OC)OC)C=CC(=C1)OC N-(2-(N,N-bis(2,4-dimethoxybenzyl)sulfamoyl)pyridin-4-yl)-3-(4,4-difluoro-3-methylpiperidin-1-yl)-6,7-difluoroquinoxaline-2-carboxamide